(R) or (S)-3-morpholino-1-oxa-8-azaspiro[4.5]decane hydrochloride Cl.O1CCN(CC1)[C@H]1COC2(C1)CCNCC2 |o1:7|